C1CCC12CC(C2)C(=O)[O-] spiro[3.3]heptane-6-carboxylate